Cl.NCC1=C(OC2=C(C=C(C(=O)O)C=C2)NC(=O)C=2C=NN3C2N=C(C=C3)Cl)C=CC(=C1)F 4-[2-(aminomethyl)-4-fluoro-phenoxy]-3-[(5-chloropyrazolo[1,5-a]pyrimidine-3-carbonyl)amino]benzoic acid hydrochloride